1-((1r,4r)-4-aminocyclohexyl)-3-(4-(4-fluoro-2-methoxyphenyl)pyridin-2-yl)thiourea NC1CCC(CC1)NC(=S)NC1=NC=CC(=C1)C1=C(C=C(C=C1)F)OC